(4-(difluoromethoxy)-2-methylphenyl)boronic acid FC(OC1=CC(=C(C=C1)B(O)O)C)F